CC1(CC=CC2=CC=CC(=C12)N(C)C)NC 1,N1,N8,N8-tetramethylnaphthalene-1,8-diamine